4-bromo-1-isopropoxy-2-(trifluoromethyl)benzene isopropyl-2-bromo-5-(1-(4-(tert-butoxycarbonyl)piperazin-1-yl)ethyl)-6-methylindolizine-7-carboxylate C(C)(C)OC(=O)C=1C(=C(N2C=C(C=C2C1)Br)C(C)N1CCN(CC1)C(=O)OC(C)(C)C)C.BrC1=CC(=C(C=C1)OC(C)C)C(F)(F)F